5-ethynyl-3H-1,3-benzodiazole C(#C)C1=CC2=C(N=CN2)C=C1